10-(4-methylbenzyl)-2,4-dioxo-2,3,4,10-tetrahydrobenzo[g]Pteridine-7,8-dicarbonitrile CC1=CC=C(CN2C3=C(N=C4C(NC(N=C24)=O)=O)C=C(C(=C3)C#N)C#N)C=C1